ethyl 1-(2,5-dichloropyridin-4-yl)-6,6-dimethyl-2,4-dioxopiperidine-3-carboxylate ClC1=NC=C(C(=C1)N1C(C(C(CC1(C)C)=O)C(=O)OCC)=O)Cl